C(C1=CC=CC=C1)(=O)C1=CC=C(OC(=O)OC(C(=O)O)(C)NC(C(=C)C)=O)C=C1 2-(((4-benzoylphenoxy)carbonyl)oxy)-2-methacrylamidopropanoic acid